N,N-dimethyl-1-[2-(diphenylphosphino)ferrocenyl]ethylamine CN(C)C(C)[C-]1C(=CC=C1)P(C1=CC=CC=C1)C1=CC=CC=C1.[CH-]1C=CC=C1.[Fe+2]